(E)-N-(2-methylcyclopentyl)-3-(2-oxo-2,3-dihydrobenzo[d]oxazol-5-yl)acrylamide CC1C(CCC1)NC(\C=C\C=1C=CC2=C(NC(O2)=O)C1)=O